FC(\C(\C=1N(C2=CC(=CC=C2C1)F)C)=N\O)(F)F (E)-N-[2,2,2-trifluoro-1-(6-fluoro-1-methylindol-2-yl)ethylidene]hydroxylamine